methyl((2-methyl-7-(5-(trifluoromethyl)-1,2,4-oxadiazol-3-yl)imidazo[1,2-a]pyridin-3-yl)imino)(4-(trifluoromethoxy)phenyl)-λ6-sulfanone CS(=O)(C1=CC=C(C=C1)OC(F)(F)F)=NC1=C(N=C2N1C=CC(=C2)C2=NOC(=N2)C(F)(F)F)C